BrCCOC=1C=C(C=CC1)C[C@@H](C(=O)OC(C)(C)C)[C@H]1CN(CC1)C(=O)OC(C)(C)C tert-butyl (S)-3-((R)-3-(3-(2-bromoethoxy)phenyl)-1-(tert-butoxy)-1-oxopropan-2-yl)pyrrolidine-1-carboxylate